ClC1=CC=C(C=C1)N(C(C1=NC=CC(=C1)C1=CC=C(C=C1)Cl)=O)C N,4-bis(4-chlorophenyl)-N-methylpicolinamide